ClC1=C(C=C2C(NC(N3C2=C1SCC(C3)COC)=O)=O)C(F)(F)F 11-chloro-3-(methoxymethyl)-10-(trifluoromethyl)-3,4-dihydro-[1,4]thiazepino[2,3,4-ij]quinazoline-6,8(2H,7H)-dione